perfluoromethyl-ethyl-propylamine FC(C(C(F)(F)F)(F)F)(N(C(C(F)(F)F)(F)F)C(F)(F)F)F